naphthalene-2,7-disulfonic acid trisodium [Na].[Na].[Na].C1=C(C=CC2=CC=C(C=C12)S(=O)(=O)O)S(=O)(=O)O